2-ethyl 3-(1-hydroxy-1,2-dihydronaphthalen-2-yl)-2-oxo-3-phenylindoline-1-carboxylate OC1C(C=CC2=CC=CC=C12)C1(C(N(C2=CC=CC=C12)C(=O)OCC)=O)C1=CC=CC=C1